2-amino-9-((2R,3S,4R,5R)-4-fluoro-3-hydroxy-5-((S)-1-hydroxypropyl)tetrahydrofuran-2-yl)-7-(2-(methylsulfonyl)ethyl)-7,9-dihydro-1H-purine-6,8-dione NC=1NC(C=2N(C(N(C2N1)[C@@H]1O[C@@H]([C@@H]([C@H]1O)F)[C@H](CC)O)=O)CCS(=O)(=O)C)=O